CN(C1CN2C(OC1)=C(C=N2)S(=O)(N)=N)CC(F)(F)F 6-(methyl(2,2,2-trifluoroethyl)amino)-6,7-dihydro-5H-pyrazolo[5,1-b][1,3]oxazine-3-sulfonimidamide